2-((1R,2R)-1-(2-cyanophenyl)-1-(1-methyl-1H-imidazol-4-yl)propan-2-yl)-5-hydroxy-N-(isoxazol-4-yl)-1-methyl-6-oxo-1,6-dihydropyrimidine-4-carboxamide C(#N)C1=C(C=CC=C1)[C@@H]([C@@H](C)C=1N(C(C(=C(N1)C(=O)NC=1C=NOC1)O)=O)C)C=1N=CN(C1)C